O1C(COCC1)COC1=CC(=C(C=C1)C=1C=C(C(NC1C(F)(F)F)=O)C(=O)N)F 5-(4-((1,4-Dioxacyclohexan-2-yl)methoxy)-2-fluorophenyl)-2-oxo-6-(trifluoromethyl)-1,2-dihydropyridine-3-carboxamide